C(/C1=CC=CC=C1)=C(\C=C(C)C)/CCCCCC (E)-4-((E)-benzylidene)-2-methyldec-2-ene